[(Z)-1-Aminoethylideneamino](2S,5'R)-7-chloro-1',4-dimethoxy-5'-methyl-3,3'-dioxo-spiro[benzofuran-2,6'-cyclohexene]-6-carboxylate N\C(\C)=N/C1=C([C@]2([C@@H](CC1=O)C)OC1=C(C2=O)C(=CC(=C1Cl)C(=O)[O-])OC)OC